4-({5-chloro-4-[(7S)-7-methyl-5-oxa-8-azaspiro[3.5]nonan-8-yl]pyrimidin-2-yl}amino)-N-(oxolan-3-yl)benzenesulfonamide ClC=1C(=NC(=NC1)NC1=CC=C(C=C1)S(=O)(=O)NC1COCC1)N1[C@H](COC2(CCC2)C1)C